C1(CCCC1)C1=C(C=C(C=C1O)\C=C\C1=CC=C(C=C1)Br)O (E)-2-cyclopentyl-5-(4-bromostyryl)-1,3-benzenediol